methyl malonate (methyl malonate) CC(C(=O)O)C(=O)O.C(CC(=O)O)(=O)OC